2-phenyl-1,3-dicyclohexylguanidine C1(=CC=CC=C1)N=C(NC1CCCCC1)NC1CCCCC1